1-(4-(3-Amino-1H-indazol-5-yl)pyridin-2-yl)-3-(2-isopropylphenyl)urea NC1=NNC2=CC=C(C=C12)C1=CC(=NC=C1)NC(=O)NC1=C(C=CC=C1)C(C)C